CS(=O)(=O)CC1(CC1)COC=1C(C(=CN2C1C=1N(N=C3C=CC=CC13)CC2)C(=O)[O-])=O (1-(((methylsulfonyl) methyl) cyclopropyl) methoxy)-2-oxo-6,7-dihydro-2H-pyrido[2',1':3,4]pyrazino[1,2-b]indazole-3-carboxylate